CN1N=CC(=C1)B1OC(C(O1)(C)C)(C)C methyl-4-(4,4,5,5-tetramethyl-1,3,2-dioxaborolan-2-yl)-1H-pyrazole